3-(2-((1-fluorocyclopropyl)methyl)-2H-pyrazolo[4,3-c]pyridin-6-yl)-1-(tetrahydro-2H-pyran-2-yl)-1H-pyrazol-4-amine FC1(CC1)CN1N=C2C(C=NC(=C2)C2=NN(C=C2N)C2OCCCC2)=C1